C(#N)CC1(CC(C1)C#N)N1N=CC(=C1)C=1C=2N(C=C(N1)C=1C=NN(C1)C)N=CC2 3-(cyanomethyl)-3-[4-[6-(1-methylpyrazol-4-yl)pyrazolo[1,5-a]pyrazin-4-yl]pyrazol-1-yl]cyclobutane-1-carbonitrile